3-[Boc(methyl)amino]propionic acid C(=O)(OC(C)(C)C)N(CCC(=O)O)C